sodium 1-anilino-8-naphthalenesulfonate ethyl-5-(benzyloxy)-4-(1,3-dioxolan-2-yl)-7-methoxy-2,3-dihydro-1H-indene-2-carboxylate C(C)OC(=O)C1CC2=C(C=C(C(=C2C1)C1OCCO1)OCC1=CC=CC=C1)OC.N(C1=CC=CC=C1)C1=CC=CC2=CC=CC(=C12)S(=O)(=O)[O-].[Na+]